hydroperoxyl-glutathione O(O)N[C@H](C(=O)O)CCC(=O)N[C@@H](CS)C(=O)NCC(=O)O